ClC1=NC=C2C=CC(=NC2=C1)SC1CCN(CC1)C 7-chloro-2-[(1-methylpiperidin-4-yl)sulfanyl]-1,6-naphthyridine